6-(4-(3-((3,4-difluoro-2-formylphenyl)ethynyl)benzoyl)piperazin-1-yl)nicotinonitrile FC=1C(=C(C=CC1F)C#CC=1C=C(C(=O)N2CCN(CC2)C2=NC=C(C#N)C=C2)C=CC1)C=O